1,4-divinylcyclohexane C(=C)C1CCC(CC1)C=C